(3,3-dimethylbutyl)(triphenyl)phosphonium methanesulfonate CS(=O)(=O)[O-].CC(CC[P+](C1=CC=CC=C1)(C1=CC=CC=C1)C1=CC=CC=C1)(C)C